ClCC1=C2C=CC=NC2=C(C=C1)O 5-(chloromethyl)quinolin-8-ol